(S)-1-(3-((5-(4-fluorobenzoyl)-2-((4-(4-methylpiperazin-1-yl)phenyl)amino)-7H-pyrrolo[2,3-d]pyrimidin-4-yl)amino)-pyrrolidin-1-yl)-2,2-dimethylpropan-1-one FC1=CC=C(C(=O)C2=CNC=3N=C(N=C(C32)N[C@@H]3CN(CC3)C(C(C)(C)C)=O)NC3=CC=C(C=C3)N3CCN(CC3)C)C=C1